CC=1C=C(C=CC1C(F)(F)F)NC(NC1=CC=C(C=C1)S(=O)(=O)N1[C@@H](CCC1)C(=O)OC)=O methyl ((4-(3-(3-methyl-4-(trifluoromethyl)phenyl)ureido)phenyl)sulfonyl)-L-prolinate